2-(6-chloropyridazin-3-yl)-2-(3,4-dichlorophenyl)acetonitrile ClC1=CC=C(N=N1)C(C#N)C1=CC(=C(C=C1)Cl)Cl